ethylethoxymethyleneacetonitrile C(C)C(C#N)=COCC